C(C)OC(=O)C1CC2OC2CC1 7-oxabicyclo[4.1.0]heptane-3-carboxylic acid ethyl ester